(3R)-3-(2-(4-hydroxy-2,2-dimethylpyrrolidine-1-carbonyl)-6-(3-methyl-1H-pyrrolo[2,3-b]pyridin-5-yl)-1,2,3,4-tetrahydroisoquinolin-8-yl)morpholine-4-carboxylic acid tert-butyl ester C(C)(C)(C)OC(=O)N1[C@@H](COCC1)C=1C=C(C=C2CCN(CC12)C(=O)N1C(CC(C1)O)(C)C)C=1C=C2C(=NC1)NC=C2C